(3-methyl-1,1-dioxidothietan-3-yl)-2-oxo-2,3-dihydro-1H-imidazo[4,5-b]pyridine-5-carboxamide CC1(CS(C1)(=O)=O)N1C(NC2=NC(=CC=C21)C(=O)N)=O